BrC=1N(\C(\N(C1)CCCNC(OC(C)(C)C)=O)=N/C(=O)OC(C)(C)C)C (Z)-tert-butyl (3-(4-bromo-2-((tert-butoxycarbonyl)imino)-3-methyl-2,3-dihydro-1H-imidazol-1-yl)propyl)carbamate